(S)-Methyl 4-azido-2-palmitamidobutanoate N(=[N+]=[N-])CC[C@@H](C(=O)OC)NC(CCCCCCCCCCCCCCC)=O